(S)-5-(5,5-difluoro-4-hydroxy-3-(trifluoromethyl)-5,6-dihydropyrrolo[b]pyrrol-1(4H)-yl)-2-fluorobenzonitrile FC1([C@H](C2=C(N1)N(C=C2C(F)(F)F)C=2C=CC(=C(C#N)C2)F)O)F